3-((6-bromo-4-iodo-1-oxoisoquinolin-2(1H)-yl)methyl)-N-methylbenzamide BrC=1C=C2C(=CN(C(C2=CC1)=O)CC=1C=C(C(=O)NC)C=CC1)I